1-benzyloxy-4-isopropyl-2-methyl-5-(trifluoromethyl)benzene C(C1=CC=CC=C1)OC1=C(C=C(C(=C1)C(F)(F)F)C(C)C)C